4-methoxy-6-(1-methyl-3,6-dihydro-2H-pyridin-4-yl)benzene-1,3-diamine COC1=C(C=C(C(=C1)C=1CCN(CC1)C)N)N